C(C)ONC(CCCCC1SSCC1)=O 5-[1,2]Dithiolan-3-yl-pentanoic acid ethoxy-amide